CC1=C(C(NC(=C1)C)=O)CNC(C1=C(C(=CC(=C1)C1=CC=C2C(=C1)N(CC21CCOCC1)CC(C)(C)C)N(C1CCOCC1)CC)C)=O N-((4,6-dimethyl-2-oxo-1,2-dihydropyridin-3-yl)methyl)-3-(ethyl-(tetrahydro-2H-pyran-4-yl)amino)-2-methyl-5-(1-neopentyl-2',3',5',6'-tetrahydrospiro[indoline-3,4'-pyran]-6-yl)benzamide